21-methyl-24-oxa-16λ6-thia-11,13,14,17,21,26,31-heptaazahexacyclo-[23.3.1.112,15.117,19.02,10.05,9]hentriaconta-1(28),2,4,9,12,14,25(29),26-octaene-16,16-dioxide CN1CC2CN(S(C3=NN=C(NC4=C5CCCC5=CC=C4C4=CC=NC(OCC1)=C4)N3)(=O)=O)C2